CC1(CC(NO1)=O)C 5,5-dimethyl-4,5-dihydro-1,2-oxazol-3-one